N4-(4-([1,2,4]triazolo[1,5-a]pyridin-7-yloxy)-3-methylphenyl)quinazolin-4,6-diamine N=1C=NN2C1C=C(C=C2)OC2=C(C=C(C=C2)NC2=NC=NC1=CC=C(C=C21)N)C